1-(4-bromo-2,3-dihydrobenzofuran-7-yl)-3-(4-((1-methylpiperidin-4-yl)oxy)-3-(trifluoromethyl)phenyl)urea BrC1=CC=C(C2=C1CCO2)NC(=O)NC2=CC(=C(C=C2)OC2CCN(CC2)C)C(F)(F)F